O1CCC(CC1)C1=NC2=CC=CC=C2C(=C1)C 2-(tetrahydro-2H-pyran-4-yl)-4-methylquinoline